4-(4,4,5,5-tetramethyl-1,3,2-dioxaborolan-2-yl)-1-[4-(trifluoromethoxy)benzoyl]-3,6-dihydro-2H-pyridine CC1(OB(OC1(C)C)C=1CCN(CC1)C(C1=CC=C(C=C1)OC(F)(F)F)=O)C